N[C@H](CC1=C(C=2N=NC=C(C2S1)NCC=1SC=CC1)C)C 6-[(2S)-2-aminopropyl]-7-methyl-N-[(thiophen-2-yl)methyl]thieno[3,2-c]pyridazin-4-amine